butyl 4-(3,4-dihydro-2,7-naphthyridin-2(1H)-yl)-3,3-difluoropiperidine-1-carboxylate C1N(CCC2=CC=NC=C12)C1C(CN(CC1)C(=O)OCCCC)(F)F